The molecule is a carbamate ester that is the methyl ester of 3-(hydroxymethyl)pyrrolidine-1-carboxylic acid. It has a role as a metabolite. It is a member of pyrrolidines, a primary alcohol and a carbamate ester. COC(=O)N1CCC(C1)CO